ClC=1N=CC2=C(N(CC(C(N2C)=O)(F)F)C(C)C)N1 2-chloro-7,7-difluoro-9-isopropyl-5-methyl-5,7,8,9-tetrahydro-6H-pyrimido[4,5-b][1,4]diazepin-6-one